C(C)SCC(=O)NC1=CC(=CC=C1)C=1OC2=C(N1)C=CC=C2O 2-(ethylthio)-N-(3-(7-hydroxybenzo[d]oxazol-2-yl)phenyl)acetamide